(5R,6R)-6-cyclohexyl-5-(4-(4-(dimethoxymethyl)piperidin-1-yl)phenyl)-5,6,7,8-tetrahydronaphthalen-2-ol C1(CCCCC1)[C@@H]1[C@@H](C=2C=CC(=CC2CC1)O)C1=CC=C(C=C1)N1CCC(CC1)C(OC)OC